N-(3-chloro-2-fluorobenzyl)-2-(((cis)-3-hydroxycyclobutyl)amino)acetamide ClC=1C(=C(CNC(CN[C@@H]2C[C@@H](C2)O)=O)C=CC1)F